C(C(C)C)(=O)OCC(C)C iso-butyl isobutanoate